ClC1=C(C(=CC2=C1N=C(S2)C2=C1N=CC(=NC1=CC(=C2)C)OC)OCCN)F 2-((4-chloro-5-fluoro-2-(2-methoxy-7-methylquinoxalin-5-yl)benzo[d]thiazol-6-yl)oxy)ethylamine